coumarin-3-nitrile O1C(=O)C(=CC2=CC=CC=C12)C#N